arachidonoyl-carnitine C(CCC\C=C/C\C=C/C\C=C/C\C=C/CCCCC)(=O)C(O)(C[N+](C)(C)C)CC([O-])=O